methyl-10alpha-methoxylysergic acid C[C@]1(C(O)=O)CN(C)[C@@H]2CC3=CNC4=CC=CC([C@]2(C1)OC)=C34